COCCOC1=CC=C(C=C1)C=1C=CC(=NC1)C#N 5-(4-(2-methoxyethoxy)phenyl)pyridine-2-carbonitrile